C(CCC)OC(C1CCN(CC1)C1=CC2=C(C(=N1)OC)C(N(C2)C2C(NC(CC2)=O)=O)=O)OCCCC 3-{6-[4-(dibutoxymethyl)piperidin-1-yl]-4-methoxy-3-oxo-1,3-dihydro-2H-pyrrolo[3,4-c]pyridin-2-yl}piperidine-2,6-dione